tert-butyl (2S,6S)-4-{5-cyclopropyl-7-[6-(methoxymethoxy)-2,7-dimethylindazol-5-yl]-1,8-naphthyridin-3-yl}-2,6-dimethylpiperazine-1-carboxylate C1(CC1)C1=C2C=C(C=NC2=NC(=C1)C1=CC2=CN(N=C2C(=C1OCOC)C)C)N1C[C@@H](N([C@H](C1)C)C(=O)OC(C)(C)C)C